P(O)(=O)(OP(=O)(O)OP(=O)(O)O)OC[C@@H]1[C@H]([C@H]([C@@H](O1)N1C=NC=2C(NC(CCCC)=O)=NC=NC12)O)O N6-pentanoyl-adenosine triphosphate